tert-butyl 2-[4-(5-carbamoyl-1-methyl-indazol-6-yl)oxyphenoxy]acetate C(N)(=O)C=1C=C2C=NN(C2=CC1OC1=CC=C(OCC(=O)OC(C)(C)C)C=C1)C